[Br-].C[NH+](CCCCCCCCCCCCCC)C dimethyltetradecyl-ammonium bromide